C(C(C)C)NC(=S)NC1=CC(N(C=C1)C)=O 1-isobutyl-3-(1-methyl-2-oxo-4-pyridyl)thiourea